2,2-dimethyl-piperazine CC1(NCCNC1)C